4,4'-(ethylenedioxy)-bis[2-(1-di-n-butylaminophenyl)quinazoline] C(OC1=NC(=NC2=CC=CC=C12)C1(CC=CC=C1)N(CCCC)CCCC)COC1=NC(=NC2=CC=CC=C12)C1(CC=CC=C1)N(CCCC)CCCC